N,N-dimethyl-gamma-(4-chlorophenyl)-2-pyridinylpropylamine maleate C(\C=C/C(=O)O)(=O)O.CN(C)CC(CC1=CC=C(C=C1)Cl)C1=NC=CC=C1